2-Chloro-N4-[4-Chloro-3-(cyclopropanesulfonamido)phenyl]-6,7-dihydro-5H-cyclopenta[d]pyrimidine-4-amine ClC=1N=C(C2=C(N1)CCC2)NC2=CC(=C(C=C2)Cl)NS(=O)(=O)C2CC2